3-bromo-4-(4-methylpiperazin-1-yl)aniline BrC=1C=C(N)C=CC1N1CCN(CC1)C